ClC1=CC=C2C(=CC=NC2=C1)NCCCCNC=1N=NC=CN1 N1-(7-chloroquinolin-4-yl)-N4-(1,2,4-triazin-3-yl)butane-1,4-diamine